BrCC1=CC=2N(N=C1)C=C(N2)[C@H](C2CCC(CC2)(F)F)NC(OC(C)(C)C)=O tert-Butyl (S)-((7-(bromomethyl)imidazo[1,2-b]pyridazin-2-yl)(4,4-difluorocyclohexyl)methyl)carbamate